C(#N)C1=CN=C(S1)N1CCC=C(C1)C=1C(=CC(=C(C1)NC(C1=C(C=C(C=C1)F)C(F)(F)F)=O)N1C[C@H](N(CC1)C)C)F |r| N-[5-[1-(5-cyano-1,3-thiazol-2-yl)-3,6-dihydro-2H-pyridin-5-yl]-4-fluoro-2-[rac-(3R)-3,4-dimethylpiperazin-1-yl]phenyl]-4-fluoro-2-(trifluoromethyl)benzamide